CC(C[C@@H]([C@H](N)C(=O)O)C)C 5,5-dimethyl-L-isoleucine